CC1([C@H]2CCC([C@@H]1C2)C(CCC=C)=O)C 1-((1s,5s)-6,6-dimethylbicyclo[3.1.1]hept-2-yl)pent-4-en-1-one